5-((1-((6-ethyl-5-oxo-4,5-dihydropyrazolo[1,5-a]pyrimidin-2-yl)methyl)azetidin-3-yl)amino)-N,6-dimethylpicolinamide formate C(=O)O.C(C)C=1C(NC=2N(C1)N=C(C2)CN2CC(C2)NC=2C=CC(=NC2C)C(=O)NC)=O